NCCOC1=C(C=CC(=C1)C(=O)OC)[C@H]1N(CC[C@@H](C1)OCC)C(=O)OCC1=CC=CC=C1 benzyl (2S,4S)-2-(2-(2-aminoethoxy)-4-(methoxycarbonyl)phenyl)-4-ethoxypiperidine-1-carboxylate